C(=C)C1CCC(CC1)C=O (1S,4S)-4-vinylcyclohexanecarboxaldehyde